2-methyl-5-(5-(oxazol-2-yl)pyridin-3-yl)phenyl (cyclohexylmethyl)carbamate C1(CCCCC1)CNC(OC1=C(C=CC(=C1)C=1C=NC=C(C1)C=1OC=CN1)C)=O